N-benzyl-N-ethyl-6-({[(pyridin-4-yl)methyl]carbamoyl}amino)-1,2-benzoxazole-3-carboxamide C(C1=CC=CC=C1)N(C(=O)C1=NOC2=C1C=CC(=C2)NC(NCC2=CC=NC=C2)=O)CC